COC(=O)C=1C=C(C(=O)NN2CSC(=C2C)C(=O)[O-])C=C(C1)C1=NOC(=N1)C 3-(3-(methoxycarbonyl)-5-(5-methyl-1,2,4-oxadiazol-3-yl) benzoylamino)-4-methylthiazole-5-carboxylate